trans-4-((4-(2-Cyclopropyloxazol-4-yl)pyridine-2-yl)((trans-4-(5-methoxy-6-methylpyridin-2-yl)cyclohexyl)methyl)carbamoyl)cyclohexyl ethylcarbamate C(C)NC(O[C@@H]1CC[C@H](CC1)C(N(C[C@@H]1CC[C@H](CC1)C1=NC(=C(C=C1)OC)C)C1=NC=CC(=C1)C=1N=C(OC1)C1CC1)=O)=O